C(C)(CC)C1CC=C(CC1)CCC=O 3-(4-(sec-butyl)cyclohex-1-en-1-yl)propanal